C(CC)C1=C2C(=CC(=C1)O2)CCC 2,6-dipropyl-1,4-phenyleneoxide